C(C)(=O)N1CC2(CC(NC2)=O)C[C@H](C1)N(C(=O)NCC1=C(C=C(C=C1)OC(F)(F)F)F)C1CC1 1-((9R)-7-acetyl-3-oxo-2,7-diazaspiro[4.5]dec-9-yl)-1-cyclopropyl-3-(2-fluoro-4-(trifluoromethoxy)benzyl)urea